3-(2,2-dimethyl-1,3-dioxolan-4-ylidene)-2-oxopropanoic acid ethyl ester C(C)OC(C(C=C1OC(OC1)(C)C)=O)=O